2,3-bis(1-tert-butoxyethoxycarbonyl)-5-norbornene C(C)(C)(C)OC(C)OC(=O)C1C2C=CC(C1C(=O)OC(C)OC(C)(C)C)C2